(2-((1,1,1-trifluoropropan-2-yl)oxy)pyridin-4-yl)methanamine FC(C(C)OC1=NC=CC(=C1)CN)(F)F